(S)-N-[1,2,3-trimethoxy-10-morpholinyl-9-oxo-5,6,7,9-tetrahydrobenzo[a]heptalen-7-yl]propanamide COC1=C(C(=CC2=C1C1=CC=C(C(C=C1[C@H](CC2)NC(CC)=O)=O)N2CCOCC2)OC)OC